N1=C2C(=CC=C1)CN(C2)C2=C(C=C1C(C(=CN(C1=C2)C2=C(C=C(C=C2)O)F)C(=O)O)=O)F 7-(5,7-dihydro-6H-pyrrolo[3,4-b]pyridin-6-yl)-6-fluoro-1-(2-fluoro-4-hydroxyphenyl)-4-oxo-1,4-dihydro-quinoline-3-carboxylic acid